N-[5-(benzylcarbamoyl)-1-[(4-methoxyphenyl)methyl]pyrazol-3-yl]-6-(4-methylpiperazin-1-yl)pyridine-3-carboxamide C(C1=CC=CC=C1)NC(=O)C1=CC(=NN1CC1=CC=C(C=C1)OC)NC(=O)C=1C=NC(=CC1)N1CCN(CC1)C